5,10,15,20-tetraphenyl-21h,23h-porphyrin iron chloride [Fe](Cl)Cl.C1(=CC=CC=C1)C=1C2=CC=C(N2)C(=C2C=CC(C(=C3C=CC(=C(C=4C=CC1N4)C4=CC=CC=C4)N3)C3=CC=CC=C3)=N2)C2=CC=CC=C2